CS(=O)(=O)C=1C=C(C=CC1)NC1=CC(=NC=C1C1=NC=CN=C1)NC(C)=O N-(4-((3-(methylsulfonyl)phenyl)amino)-5-(pyrazin-2-yl)pyridin-2-yl)acetamide